FC(C=1C=C(C=CC1)S(=O)(=O)NC1=C(C(=O)NC=2SC=C(N2)C)C=CC=C1)(F)F 2-((3-trifluoromethylphenyl)sulfonylamino)-N-(4-methylthiazol-2-yl)benzamide